ClC1=C(C(N(C2=NC(=C(C=C12)Cl)Cl)C=1C(=NC=CC1C)C(C)C)=O)C#N 4,6,7-trichloro-1-(2-isopropyl-4-methyl-pyridin-3-yl)-2-oxo-1,2-dihydro-1,8-naphthyridine-3-carbonitrile